O1CCOC2=C1C=CC=C2C2=NC(=CC(=C2)NC(=O)C2CCN(CC2)C)OC 1-Methylpiperidine-4-carboxylic acid [2-(2,3-dihydro-benzo[1,4]dioxin-5-yl)-6-methoxy-pyridin-4-yl]-amide